(S)-5-(but-2-ynoylpyrrolidin-3-ylamino)-4-(3,5-dimethoxyphenylethynyl)-7H-pyrrolo[2,3-d]pyrimidine C(C#CC)(=O)N(C1=CNC=2N=CN=C(C21)C#CC2=CC(=CC(=C2)OC)OC)[C@@H]2CNCC2